3-Chloro-N-[4-[(E)-3-[4-[2-hydroxyethyl(methyl)amino]phenyl]prop-2-enoyl]phenyl]benzamide ClC=1C=C(C(=O)NC2=CC=C(C=C2)C(\C=C\C2=CC=C(C=C2)N(C)CCO)=O)C=CC1